4'-((2-(Tert-butyl)-1H-imidazol-1-yl)methyl)-N-(4,5-dimethyloxazol-2-yl)-3'-fluoro-5-isobutyl-[1,1'-biphenyl]-2-sulfonamide C(C)(C)(C)C=1N(C=CN1)CC1=C(C=C(C=C1)C=1C(=CC=C(C1)CC(C)C)S(=O)(=O)NC=1OC(=C(N1)C)C)F